2-hexyldecyl 6-(8-bromo-N-decyloctanamido)hexanoate BrCCCCCCCC(=O)N(CCCCCCCCCC)CCCCCC(=O)OCC(CCCCCCCC)CCCCCC